ClC1=CC=C(CN2CC(CCC2)C2=C(C=NC=3N2N=C(C3CNCC3CCOCC3)C)C)C=C1 1-(7-(1-(4-Chlorobenzyl)piperidin-3-yl)-2,6-dimethylpyrazolo[1,5-a]pyrimidin-3-yl)-N-((tetrahydro-2H-pyran-4-yl)methyl)methanamine